O=C(CC1CCN(CC1)C(=O)OC(C)(C)C)N1CC(C2=NC(=CC=C21)C)(C)C tert-Butyl 4-(2-oxo-2-(3,3,5-trimethyl-2,3-dihydro-1H-pyrrolo[3,2-b]pyridin-1-yl)ethyl)piperidine-1-carboxylate